C1(CC1)N1N=C(C2=CC=CC=C12)C(=O)NC=1C=C(C(=O)NC2=C(C=C(C=C2)F)CC(=O)OC(C)(C)C)C=CC1N1CCCCC1 tert-Butyl 2-(2-(3-(1-cyclopropyl-1H-indazole-3-carboxamido)-4-(piperidin-1-yl)benzamido)-5-fluorophenyl)acetate